[B].[Bi] bismuth-boron